BrC1=CC=C(O1)CN(C(C(C)(C)C)=O)CC1=C(C=CC(=C1)Cl)N(S(=O)(=O)C=1C=CC2=C(C(=C(O2)C(=O)OCC)C)C1)CC ethyl 5-(N-(2-((N-((5-bromofuran-2-yl) methyl) pivaloylamino) methyl)-4-chlorophenyl)-N-ethylsulfamoyl)-3-methylbenzofuran-2-carboxylate